Cl[NH-] Chloroamide